ClC1=CC=C(C=C1)C1OC(=C(C1=O)OS(=O)(=O)CC1=CC(=CC=C1)F)N 2-(4-chlorophenyl)-4-[[3-fluorophenylmethylsulfonyl]oxy]-5-amino-3(2H)-furanone